FCCCN1CC(C1)NC=1C=NC(=CC1)[C@H]1N([C@@H](CC2=C1NC1=CC=C(C=C21)I)C)CC(F)(F)F N-(1-(3-fluoropropyl)azetidin-3-yl)-6-((1S,3R)-6-iodo-3-methyl-2-(2,2,2-trifluoroethyl)-2,3,4,9-tetrahydro-1H-pyrido[3,4-b]indol-1-yl)pyridin-3-amine